N1CC(C1)C(=O)NC1=CC=C(C=C1)N1N=C2C(=CC(=CC2=C1)F)C(=O)N 2-{4-[(azetidin-3-ylcarbonyl)amino]phenyl}-5-fluoro-2H-indazole-7-carboxamide